tert-butyl (4R,7S)-2-cyano-4,7-dimethyl-6,7-dihydro-4H-pyrazolo[1,5-a]pyrazine-5-carboxylate C(#N)C1=NN2C([C@H](N(C[C@@H]2C)C(=O)OC(C)(C)C)C)=C1